C(C)S(=O)(=O)C1=CC=C(C=C1)CC(=O)NC1=CC=C(C=C1)C1CN(CC1)CC1=CC=C(C=C1)C(F)(F)F 2-(4-(Ethylsulfonyl)phenyl)-N-(4-(1-(4-(trifluoromethyl)benzyl)pyrrolidin-3-yl)phenyl)acetamide